NC(C(CO[Si](C)(C)C(C)(C)C)(C)C1=C(NC2=CC(=CC=C12)OCC1=C(C=CC=C1)F)C)=O (1-amino-3-((tert-butyldimethylsilyl)oxy)-2-methyl-1-oxopropan-2-yl)-6-((2-fluorobenzyl)oxy)-2-methylindole